FC1=C(OC2=CC(=NC=N2)OC2=C(C=CC=C2)/C(/C(=O)OC)=C\OC)C(=CC=C1)F methyl (E)-2-[2-[6-(2,6-difluorophenoxy) pyrimidin-4-yloxy] phenyl]-3-methoxyacrylate